2-((4H-1,2,4-triazol-4-yl)methyl)-4-methyl-4H-thiazolo[5',4':4,5]pyrrolo[2,3-d]pyridazin-5(6H)-one N=1N=CN(C1)CC=1SC2=C(N(C=3C(NN=CC32)=O)C)N1